N-[3-(quinoxalin-6-yl)phenyl]prop-2-enamide N1=CC=NC2=CC(=CC=C12)C=1C=C(C=CC1)NC(C=C)=O